ClC=1C=C(C=CC1OC)C1=C(N=C(S1)NC1=C(C(=O)O)C=C(C=N1)C=1SC=CC1)C1CC1 2-((5-(3-chloro-4-methoxyphenyl)-4-cyclopropylthiazol-2-yl)amino)-5-(thiophen-2-yl)nicotinic acid